3-tert-Butyl-[1,2,4]oxadiazole-5-carboxylic acid {(R)-8-[2-(1-methyl-1H-pyrazol-4-yl)-3H-imidazo[4,5-b]pyridin-7-yl]-2,3,4,5-tetrahydro-benzo[b]oxepin-5-yl}-amide CN1N=CC(=C1)C1=NC=2C(=NC=CC2C=2C=CC3=C(OCCC[C@H]3NC(=O)C3=NC(=NO3)C(C)(C)C)C2)N1